Octahydro-2aH-pyrrolo[2,1,5-cd]pyrrolizine-2a-carbonitrile C1C2N3C(CCC3(C1)C#N)CC2